C(C)C1=NC(=NO1)C=1C=C2CC[C@H](C2=CC1)NC(C1=CC(=NC=C1)CO)=O (R)-N-(5-(5-ethyl-1,2,4-oxadiazol-3-yl)-2,3-dihydro-1H-inden-1-yl)-2-(hydroxymethyl)isonicotinamide